monoethyl-fumaric acid C(C)/C(/C(=O)O)=C\C(=O)O